2-(2-(2-(4-fluoro-1,3-dioxoisoquinolin-2-yl)ethoxy)-N-(7-nitrobenzo[c][1,2,5]oxadiazol-4-yl)acetamido)-(1,1'-biphenyl)-3-carboxamide FC1C(N(C(C2=CC=CC=C12)=O)CCOCC(=O)N(C1=CC=C(C2=NON=C21)[N+](=O)[O-])C2=C(C=CC=C2C(=O)N)C2=CC=CC=C2)=O